ClC1=C(C(=O)OC)C=CC(=C1)CC=1C(NC2=CC=NC=C2C1)=O methyl 2-chloro-4-((2-oxo-1,2-dihydro-1,6-naphthyridin-3-yl)methyl)benzoate